N-(4-(2-(2-aminopyridin-3-yl)-5-phenyl-3H-imidazo[4,5-b]pyridin-3-yl)benzyl)-2-cyanothiazole-4-carboxamide NC1=NC=CC=C1C1=NC=2C(=NC(=CC2)C2=CC=CC=C2)N1C1=CC=C(CNC(=O)C=2N=C(SC2)C#N)C=C1